ClC1=NC=C(C(=N1)N1C(C=2N(CC1C)C=CC2)=O)F (2-chloro-5-fluoropyrimidin-4-yl)-3-methyl-3,4-dihydropyrrolo[1,2-a]pyrazin-1(2H)-one